8-(2,4-difluoro-3-hydroxyphenyl)-9-(4-((1-(3-fluoropropyl)azetidin-3-yl)methyl)phenyl)-6,7-dihydro-5H-benzo[7]annulene-3-carboxylic acid FC1=C(C=CC(=C1O)F)C=1CCCC2=C(C1C1=CC=C(C=C1)CC1CN(C1)CCCF)C=CC(=C2)C(=O)O